3-(5-(((3R,4S)-4-fluoropiperidin-3-yl)oxy)-1-oxoisoindolin-2-yl)piperidine-2,6-dione F[C@@H]1[C@@H](CNCC1)OC=1C=C2CN(C(C2=CC1)=O)C1C(NC(CC1)=O)=O